2-(2-aminocyclobutyl)-3-bromo-5-chloro-N-(thiophen-2-ylmethyl)furo[3,2-b]pyridin-7-amine NC1C(CC1)C1=C(C2=NC(=CC(=C2O1)NCC=1SC=CC1)Cl)Br